C(COCCC=CC(=O)N)OCCC=CC(=O)N N'-((ethane-1,2-diylbis(oxy))bis(ethane-2,1-diyl))diacrylamide